CS(=O)(=O)C=1N=CC2=C(N1)C(=NC=C2)NCC(C)(C)C 2-(methylsulfonyl)-N-neopentylpyrido[3,4-d]pyrimidin-8-amine